ClC1=CC=C(C=C1)C(N1C(C2=CC=CC=C2C1=O)=O)C=1N=C(NC1)C(F)(F)F 2-((4-chlorophenyl)(2-(trifluoromethyl)-1H-imidazol-4-yl)methyl)-isoindoline-1,3-dione